C=C(C(=O)[O-])CC1=CC(=C(C(=C1)C(C)(C)C)O)C(C)(C)C methylene(3,5-di-t-butyl-4-hydroxyhydrocinnamate)